ethyl 2-(((3-butyl-3-ethyl-7-(methylthio)-1,1-dioxido-5-phenyl-2,3,4,5-tetrahydro-1,2,5-benzothiadiazepin-8-yl)methyl)thio)acetate C(CCC)C1(NS(C2=C(N(C1)C1=CC=CC=C1)C=C(C(=C2)CSCC(=O)OCC)SC)(=O)=O)CC